(E)-3-(4-bromophenyl)-1-(4-(piperidine-4-carbonyl)piperazin-1-yl)prop-2-en-1-one BrC1=CC=C(C=C1)/C=C/C(=O)N1CCN(CC1)C(=O)C1CCNCC1